FC(C1=CC=C(C=C1)[C@H](C)C1CCN(CC1)C(=O)N1C[C@@H]2[C@@H](OCC(N2)=O)CC1)(F)F |o1:8| (4aR,8aS)-6-(4-((R or S)-1-(4-(Trifluoromethyl)phenyl)ethyl)piperidine-1-carbonyl)hexahydro-2H-pyrido[4,3-b][1,4]oxazin-3(4H)-one